2-(6,6-dimethyl-5-bicyclo[2.2.1]heptanylidene)ethanol CC1(C(C2CCC1C2)=CCO)C